F[C@@H]1[C@@H](CN(C1)C)OC1=C2C(=NC(=N1)C1=CC=C(C=C1)NS(=O)(=O)C1=NC=CC(=C1)C(F)(F)F)NN=C2C N-[4-(4-{[(3R,4S)-4-fluoro-1-methylpyrrolidin-3-yl]oxy}-3-methyl-1H-pyrazolo[3,4-d]pyrimidin-6-yl)phenyl]-4-(trifluoromethyl)pyridine-2-sulfonamide